C(C)(C)N1C(N(C2=C1C=C(C=C2)C(=O)NC2(CCS(CC2)(=O)=O)C)C2=NC=CC(=C2)OC(C(F)F)(F)F)=O 3-isopropyl-N-(4-methyl-1,1-dioxidotetrahydro-2H-thiopyran-4-yl)-2-oxo-1-(4-(1,1,2,2-tetrafluoroethoxy)pyridin-2-yl)-2,3-dihydro-1H-benzo[d]imidazole-5-carboxamide